C[O-].C(CCCCCCCCCCC)N laurylamine methoxide